NC1=C(N=C2N1C=NC=C2)C(=O)C=2C=NC=CC2Br (3-aminoimidazo[1,2-c]pyrimidin-2-yl)(4-bromopyridin-3-yl)methanone